C1(CCCC1)C=1C=C(C=NC1)C(O)(C1=CC=C(C=C1)C(C)C)C1(CN(C1)C)C (5-cyclopentyl-pyridin-3-yl)-(1,3-dimethyl-azetidin-3-yl)-(4-isopropyl-phenyl)-methanol